NC(CO)C(C)C=1SC2=C(N1)C=CC=C2 2-amino-3-(1,3-benzothiazol-2-yl)butan-1-ol